NC[C@@H]1[C@@H]([C@@H]2CN(CCCCN12)C(=O)NC1=CC=C(C=C1)OC)C1=CC=C(C=C1)C#CC1=NC=CC=C1 (8R,9S,10S)-10-(aminomethyl)-N-(4-methoxyphenyl)-9-{4-[2-(pyridin-2-yl)ethynyl]phenyl}-1,6-diazabicyclo[6.2.0]decane-6-carboxamide